ClC=1C=C(C(=O)N2CC=3C(=NN4C3C(N(C[C@H]4C(=O)O)[C@@H](C)C=4C=NC(=CC4)C(F)(F)F)=O)C[C@H]2C)C=CC1Cl (3R,7S)-2-(3,4-dichlorobenzoyl)-3-methyl-10-oxo-9-((S)-1-(6-(trifluoromethyl)pyridin-3-yl)ethyl)-1,2,3,4,7,8,9,10-octahydropyrido[4',3':3,4]pyrazolo[1,5-a]pyrazine-7-carboxylic acid